C1(CC1)C=1C=CC=2N(C1)C=C(N2)CN2N=NC(=C2)C(=O)NCC2=CC1=C(C=N2)CCCO1 1-((6-cyclopropylimidazo[1,2-a]pyridin-2-yl)methyl)-N-((3,4-dihydro-2H-pyrano[3,2-c]pyridin-7-yl)methyl)-1H-1,2,3-triazole-4-carboxamide